OCC(C(=O)OCCCCCCC)(C)C heptyl 3-hydroxy-2,2-dimethylpropionate